C1(CC1)C=1OC(=CN1)C(=O)N1[C@H](C2=C(CC1)NC=N2)C2=NN1C(C(=CC=C1)C)=C2 (R)-(2-cyclopropyloxazol-5-yl)(4-(4-methylpyrazolo[1,5-a]pyridin-2-yl)-1,4,6,7-tetrahydro-5H-imidazo[4,5-c]pyridin-5-yl)methanone